[Si](C)(C)(C(C)(C)C)OC[C@@H]1O[C@@]2(CCCO2)[C@@H]([C@H]([C@@H]1CC(=O)[O-])OCC#C)CC(=O)[O-] (5S,7R,8S,9S,10R)-7-(((tert-butyldimethylsilyl) oxy) methyl)-9-(prop-2-yn-1-yloxy)-1,6-dioxaspiro[4.5]dec-8,10-diyldiacetate